C[C@@]1(C2=C(NC=3N=CC(=C(C13)C#N)C(F)(F)F)CC(CC2=O)(C)C)C2=CC=CC=C2 (R)-5,8,8-trimethyl-6-oxo-5-phenyl-3-(trifluoromethyl)-5,6,7,8,9,10-hexahydrobenzo[b][1,8]naphthyridine-4-carbonitrile